C(C)OC[C@@]1(CN(CC1)CC=1C=NC=CC1)CCC=1SC=CC1 (S)-3-((3-(ethoxymethyl)-3-(2-(thiophen-2-yl)ethyl)pyrrolidin-1-yl)methyl)pyridine